(2-amino-6-methoxybenzo[d]thiazol-4-yl)(2-isopropylphenyl)methanol NC=1SC2=C(N1)C(=CC(=C2)OC)C(O)C2=C(C=CC=C2)C(C)C